C(C1=CC=CC=C1)NC(N(C1=NC(=NC=C1)C=1C=NC(=NC1)OC)[C@@H]1CC[C@H](CC1)NC1=NC=C(C(=N1)C1=NNC=C1Cl)C(F)(F)F)=O 3-benzyl-1-(trans-4-((4-(4-chloro-1H-pyrazol-3-yl)-5-(trifluoromethyl)pyrimidin-2-yl)amino)cyclohexyl)-1-(2'-methoxy(2,5'-bipyrimidin)-4-yl)urea